FC1(CCN(CC1)CC1CCN(CC1)C1=C(C=CC=C1F)C(C)S(=O)(=O)C1=CC=C(C=C1)S(=O)(=O)N(C)C)F 4-((1-(2-(4-((4,4-difluoropiperidin-1-yl)methyl)piperidin-1-yl)-3-fluorophenyl)ethyl)sulfonyl)-N,N-dimethylbenzenesulfonamide